[N-](S(=O)(=O)C(F)(F)F)S(=O)(=O)C(F)(F)F.C(C)N1C=NC=C1 1-ethyl-imidazole bis(trifluoromethanesulfonyl)imide salt